(4-(4-((5-chloro-7-cyclopropylpyrrolo[2,1-f][1,2,4]triazin-2-yl)amino)-3-methyl-1H-pyrazol-1-yl)piperidin-1-yl)(cyclopropyl)methanone ClC=1C=C(N2N=C(N=CC21)NC=2C(=NN(C2)C2CCN(CC2)C(=O)C2CC2)C)C2CC2